C(\C=C/C(=O)O)(=O)O.ClC1=CC2=C(CCC3=C(N2CCCCNC/C=C/C(=O)OCC)C=CC(=C3)CO)C=C1 Ethyl (E)-4-[4-(7-Chloro-2-hydroxymethyl-10,11-dihydro-dibenzo[b,f]azepin-5-yl)-butylamino]-but-2-enoate maleate